C1(C(CCCC1)C(=O)N)C(=O)N Cyclohexane-1,2-dicarboxamide